4-(trimethylsilyl)ethynylpyridine-2,6-dicarboxylate C[Si](C)(C)C#CC1=CC(=NC(=C1)C(=O)[O-])C(=O)[O-]